2-bromo-N'-[(tert-butoxy)carbonyl]-1,3-thiazole-5-carbohydrazide BrC=1SC(=CN1)C(=O)NNC(=O)OC(C)(C)C